bis(4-(4-cyanatophenyloxy)phenyl)(phenyl)phosphine oxide O(C#N)C1=CC=C(C=C1)OC1=CC=C(C=C1)P(C1=CC=CC=C1)(C1=CC=C(C=C1)OC1=CC=C(C=C1)OC#N)=O